5-chloro-2-(methylthio)thiazolo[4,5-b]pyridine ClC1=CC=C2C(=N1)N=C(S2)SC